diethyl (2-(methoxy(methyl)amino)-2-oxoethyl)phosphonate CON(C(CP(OCC)(OCC)=O)=O)C